3-(((S)-isopropylsulfinyl)methyl)azepine C(C)(C)[S@@](=O)CC1=CNC=CC=C1